dineopentyl-bis-(2-methoxyethoxy)silane C(C(C)(C)C)[Si](OCCOC)(OCCOC)CC(C)(C)C